2,6-diethyl-4-acridineamine C(C)C1=CC2=CC3=CC=C(C=C3N=C2C(=C1)N)CC